2-Methoxy-5-[2-(4-methoxyphenyl)ethyl]phenol COC1=C(C=C(C=C1)CCC1=CC=C(C=C1)OC)O